(2R,3S,4S,5R,6R)-4,5-bis(acetyloxy)-2-(4-amino-2-methylphenoxy)-6-[2-(diethoxyphosphoryl)ethyl]oxan-3-yl acetate C(C)(=O)O[C@@H]1[C@H](O[C@@H]([C@H]([C@@H]1OC(C)=O)OC(C)=O)CCP(=O)(OCC)OCC)OC1=C(C=C(C=C1)N)C